OC12CC3(CC(CC(C1)C3)C2)C(=O)OCCC(C(S(=O)(=O)[O-])(F)F)F.[SH3+] sulfonium 4-(3-hydroxyadamantylcarbonyloxy)-1,1,2-trifluorobutanesulfonate